bis(2-trifluoromethyl-4-aminophenoxy)benzophenone FC(C1=C(OC=2C(=C(C(=O)C3=CC=CC=C3)C=CC2)OC2=C(C=C(C=C2)N)C(F)(F)F)C=CC(=C1)N)(F)F